FC1(CCN(CC1)C1=NC(=CC(=N1)NC(C1=C(C=C(C=C1)NS(=O)(=O)C(CO)(C)C)N1CCC2(CC2)CC1)=O)C)F N-(2-(4,4-Difluoropiperidin-1-yl)-6-methylpyrimidin-4-yl)-4-((2-hydroxy-1,1-dimethylethyl)sulfonamido)-2-(6-azaspiro[2.5]octan-6-yl)benzamide